C(C)(C)OC1=CC=2N(C=C1C(=O)NC=1C=NN3C1N=CC=C3)C=C(N2)C23COC(CC2)(CC3)C 7-isopropoxy-2-(1-methyl-2-oxabicyclo[2.2.2]octan-4-yl)-N-(pyrazolo[1,5-a]pyrimidin-3-yl)imidazo[1,2-a]pyridine-6-carboxamide